6-methyl-4-{5-(methylsulfonyl)-2-[4-(propan-2-yl)phenoxy]phenyl}-1,6-dihydro-7H-pyrrolo[2,3-c]pyridin-7-one CN1C(C2=C(C(=C1)C1=C(C=CC(=C1)S(=O)(=O)C)OC1=CC=C(C=C1)C(C)C)C=CN2)=O